N-(bis(4-(tributylsilyl)phenyl)phosphaneyl)-N-butyl-1,1-bis(dibenzo[b,d]furan-4-yl)phosphanamine C(CCC)[Si](C1=CC=C(C=C1)P(N(P(C1=CC=CC2=C1OC1=C2C=CC=C1)C1=CC=CC2=C1OC1=C2C=CC=C1)CCCC)C1=CC=C(C=C1)[Si](CCCC)(CCCC)CCCC)(CCCC)CCCC